FC1(CC(CN(C1)CC1=CC=C(C=C1)C=1C=C2C(=NC1)NC=C2C=2C=NC(=CC2)OC)O)F 5,5-difluoro-1-(4-(3-(6-methoxypyridin-3-yl)-1H-pyrrolo[2,3-b]pyridin-5-yl)benzyl)piperidin-3-ol